(R)-4-(3H-[1,2,3]triazolo[4,5-b]pyridin-3-yl)-2-fluoro-N-(6-(hydroxymethyl)isoquinolin-1-yl)-N-(piperidin-3-yl)benzamide N1=NN(C2=NC=CC=C21)C2=CC(=C(C(=O)N([C@H]1CNCCC1)C1=NC=CC3=CC(=CC=C13)CO)C=C2)F